acryloyl-1-methoxy-2,2,6,6-tetramethylpiperidine C(C=C)(=O)C1C(N(C(CC1)(C)C)OC)(C)C